NC=1N=C(C2=C(N1)C=CN(C2=O)CC2=C(C=C(C=C2)C(=O)N2CCN(CC2)C)OC)NC(CCC)CCC 2-amino-4-(heptan-4-ylamino)-6-(2-methoxy-4-(4-methylpiperazine-1-carbonyl)benzyl)pyrido[4,3-d]pyrimidin-5(6H)-one